C(#N)C1=CC(=C(OCC2=C(C=CC(=N2)OC2CCN(CC2)CC2=NC3=C(N2CC2C(C2)=CC#N)C=C(C=C3)C(=O)O)F)C=C1)F 2-((4-((6-((4-cyano-2-fluorophenoxy)methyl)-5-fluoropyridin-2-yl)oxy)piperidin-1-yl)methyl)-1-((1-(cyanomethyl-yl)cyclopropyl)methyl)-1H-benzo[d]imidazole-6-carboxylic acid